FC(C1=NN=C(S1)C1=NC=C2N1C=C(C=C2N2CCN(CC2)C(=O)OC(C)(C)C)S(NC2(CC2)CF)(=O)=O)F tert-butyl 4-(3-(5-(difluoromethyl)-1,3,4-thiadiazol-2-yl)-6-(N-(1-(fluoromethyl)cyclopropyl)sulfamoyl)imidazo[1,5-a]pyridin-8-yl)piperazine-1-carboxylate